[N+](=O)(O)[O-].N[Pd](N)(N)N tetra-aminopalladium nitrate